2-(3-methyl-2(3H)-benzothiazolylidene)-1-phenylethanone CN1C(SC2=C1C=CC=C2)=CC(=O)C2=CC=CC=C2